CC(CC=1NC2=CC=CC=C2C1)C(CCCCCCCCCCCCC)C 2,3-dimethyl-hexadecyl-indole